calcium naphthalenedisulfonate C=1(C(=CC=C2C=CC=CC12)S(=O)(=O)[O-])S(=O)(=O)[O-].[Ca+2]